FC1=CC=C(C=C1)C1=NN(C=C1C=1C2=C(N=CN1)OC(=C2)C2=NC=CC=C2)C2S(CC2)(=O)=O {3-(4-fluorophenyl)-4-[6-(pyridin-2-yl)furo[2,3-d]pyrimidin-4-yl]-1H-pyrazol-1-yl}-1λ6-thietane-1,1-dione